(4-(4-fluorophenoxy)phenyl)methanone FC1=CC=C(OC2=CC=C(C=C2)C=O)C=C1